FC1=C(C=C(C=C1)F)[C@@H]1N(CCC1)C1=NC=2N(C=C1)N=CC2C2=CC=CC(=N2)N2CCN(CC2)CC=2C=C(C=CC2)C2C(NC(CC2)=O)=O 3-(3-((4-(6-(5-((R)-2-(2,5-difluorophenyl)pyrrolidin-1-yl)pyrazolo[1,5-a]pyrimidin-3-yl)pyridin-2-yl)piperazin-1-yl)methyl)phenyl)piperidine-2,6-dione